C(C1=CC=CC=C1)OC1=C(C(=C(C(=C1)O)C(=O)O)C)C 4-(benzyloxy)-6-hydroxy-2,3-xylenecarboxylic acid